2-(2-(1H-imidazol-5-yl)ethyl)-6-(4-benzylpiperazin-1-yl)-N4-ethyl-1,3,5-triazine-2,4-diamine N1C=NC=C1CCC1(NC(=NC(=N1)NCC)N1CCN(CC1)CC1=CC=CC=C1)N